C(CC)C1C(=CC2=CC=CC=C12)[Hf]C=1C(C2=CC=CC=C2C1)CCC bis(1-propylindenyl)hafnium